(6S)-N-{6,7-dimethoxy-1H,2H,3H-cyclopenta[b]quinolin-9-yl}-1,4-oxazepan-6-amine COC=1C(=CC=2C(=C3C(=NC2C1)CCC3)N[C@H]3CNCCOC3)OC